C(C)(=O)O[C@H]1[C@H]([C@@H](C[C@@H]([C@H]1O[C@H]1O[C@@H]([C@H]([C@H]([C@H]1N=[N+]=[N-])F)OC(C)=O)CN=[N+]=[N-])N=[N+]=[N-])N=[N+]=[N-])CC(=O)[O-] [(1S,2S,3R,4S,6R)-2-acetoxy-3-[(2R,3S,4S,5R,6R)-5-acetoxy-3-azido-6-(azidomethyl)-4-fluoro-tetrahydropyran-2-yl]oxy-4,6-diazido-cyclohexyl]acetate